3,5-difluoro-4-[[5-(4-pyridinyl)-1,3,4-thiadiazol-2-yl]methyl]benzohydroxamic acid FC=1C=C(C(=O)NO)C=C(C1CC=1SC(=NN1)C1=CC=NC=C1)F